2-(4-chlorophenyl)-2,2-difluoroacetic acid phosphorate P(O)(O)(O)=O.ClC1=CC=C(C=C1)C(C(=O)O)(F)F